5-(5-(3,5-dichlorophenyl)-5-(trifluoromethyl)-4,5-dihydroisoxazol-3-yl)-N-isobutyl-5,6-dihydro-4H-thieno[2,3-c]pyrrole-2-carboxamide ClC=1C=C(C=C(C1)Cl)C1(CC(=NO1)N1CC2=C(C1)C=C(S2)C(=O)NCC(C)C)C(F)(F)F